OC1C[C@H](N([C@H](C1)C)C(=O)OC(C)(C)C)C tert-butyl (2R,6S)-4-hydroxy-2,6-dimethyl-piperidine-1-carboxylate